2-(4-cyclopropyl-6-methoxy-pyrimidin-5-yl)-5-methoxy-4-[[4-[5-methyl-3-(trifluoromethyl)pyrazol-1-yl]phenyl]methoxy]pyrimidine C1(CC1)C1=NC=NC(=C1C1=NC=C(C(=N1)OCC1=CC=C(C=C1)N1N=C(C=C1C)C(F)(F)F)OC)OC